[C@@H]12N(C[C@@H](NC1)C2)CCOC2=CC(=C(C=C2)C=2N(C1=NC=NC(=C1N2)OC2(CC2)C)CC2=CC=CC=C2)Cl 8-(4-(2-((1S,4S)-2,5-diazabicyclo[2.2.1]heptan-2-yl)ethoxy)-2-chlorophenyl)-9-benzyl-6-(1-methylcyclopropoxy)-9H-purine